N-ethoxy-5-methylpyrazol C(C)ON1N=CC=C1C